1-(1-(3-bromo-2-fluorophenyl)-3-methyl-1H-1,2,4-triazol-5-yl)-N-methylcyclopropane-1-amine BrC=1C(=C(C=CC1)N1N=C(N=C1C1(CC1)NC)C)F